C12NCCCC2C1C1=NC=2C(=NC=CC2C2CCN(CC2)C(=O)C2=CC=C(C=C2)OC(F)(F)F)N1 (rac)-[4-[2-(2-azabicyclo[4.1.0]heptan-7-yl)-3H-imidazo[4,5-b]pyridin-7-yl]-1-piperidyl]-[4-(trifluoromethoxy)phenyl]methanone